4-(4-bromophenyl)-2-((1S,2S)-2-fluorocyclopropyl)-1H-imidazole-5-carboxylic acid ethyl ester C(C)OC(=O)C1=C(N=C(N1)[C@H]1[C@H](C1)F)C1=CC=C(C=C1)Br